C(C)(=O)N1CCC(CC1)NC1=CC(=NC(=N1)C=1SC(=CC1)C)C(=O)O 6-((1-acetylpiperidin-4-yl)amino)-2-(5-methylthiophene-2-yl)pyrimidine-4-carboxylic acid